1-[(2R,4S,5R)-4-[(tert-butyldimethylsilyl)oxy]-5-(chloromethyl)-5-(hydroxymethyl)oxolan-2-yl]-3H-pyrimidine-2,4-dione [Si](C)(C)(C(C)(C)C)O[C@H]1C[C@@H](O[C@@]1(CO)CCl)N1C(NC(C=C1)=O)=O